IC1=CC(=C(C(=O)NC=2SC(=CN2)C)C=C1)C 4-iodo-2-methyl-N-(5-methylthiazol-2-yl)benzamide